BrC1=CC=CC(=N1)NC(=O)[C@H]1N(C[C@@H](C1)F)C(CN1N=C(C2=CC(=CC=C12)C=1C=NC(=NC1)C)C(=O)NC)=O (2-((2S,4R)-2-((6-bromopyridin-2-yl)carbamoyl)-4-fluoropyrrolidin-1-yl)-2-oxoethyl)-N-methyl-5-(2-methylpyrimidin-5-yl)-1H-indazole-3-carboxamide